(R)-1-(4-(8-((4-((6-fluoro-1,7-dimethyl-1H-benzo[d][1,2,3]triazol-5-yl)oxy)-3-methylphenyl)amino)pyrimido[5,4-d]pyrimidin-2-yl)-2-methylpiperazin-1-yl)prop-2-en-1-one FC=1C(=CC2=C(N(N=N2)C)C1C)OC1=C(C=C(C=C1)NC1=NC=NC2=C1N=C(N=C2)N2C[C@H](N(CC2)C(C=C)=O)C)C